Cl.CC1CCC(CC1)N(C(C(C)C)=O)[C@@H]1CN[C@@H](C1)C(=O)N1CCOCC1 N-((1s,4R)-4-methylcyclohexyl)-N-((3S,5S)-5-(morpholin-4-carbonyl)pyrrolidin-3-yl)isobutyramide hydrochloride